6-benzyl-2,4-dimethyl-4H-thiazolo[4',5':4,5]pyrrolo[2,3-d]pyridazin-5(6H)-one C(C1=CC=CC=C1)N1N=CC2=C(C1=O)N(C1=C2N=C(S1)C)C